2-((2S,4R)-2-(6-methoxypyridin-3-yl)tetrahydro-2H-pyran-4-yl)-6,7-dimethyl-4-(3-(trifluoromethyl)bicyclo[1.1.1]pentan-1-yl)pteridine COC1=CC=C(C=N1)[C@H]1OCC[C@H](C1)C1=NC2=NC(=C(N=C2C(=N1)C12CC(C1)(C2)C(F)(F)F)C)C